N1(CCOCC1)C1=NC(=NC(=N1)C=1SC(=CC1)CN1CCOCC1)C1=CC=C(C=C1)NC(=O)NCC=1C=NC=CC1 1-(4-(4-morpholinyl-6-(5-(morpholinomethyl)thiophen-2-yl)-1,3,5-triazin-2-yl)phenyl)-3-(pyridin-3-ylmethyl)urea